3-(2,2-difluoroethoxy)-N-methyl-N-(oxetan-3-yl)benzamide FC(COC=1C=C(C(=O)N(C2COC2)C)C=CC1)F